BrC1=C(C=CC=C1)C1CCN(CC1)[C@H]1CC2(CN(C2)C(=O)OC(C)(C)C)CC1 tert-butyl (R)-6-(4-(2-bromophenyl)piperidin-1-yl)-2-azaspiro[3.4]octane-2-carboxylate